tert-butyl ((R,E)-1-(((S)-1-(((6-aminopyridin-3-yl)methyl)amino)-1-oxopropan-2-yl)amino)-1-oxo-5-phenylpent-4-en-2-yl)carbamate NC1=CC=C(C=N1)CNC([C@H](C)NC([C@@H](C\C=C\C1=CC=CC=C1)NC(OC(C)(C)C)=O)=O)=O